1-propyltriazole C(CC)N1N=NC=C1